2-((2S)-4-(7-(8-chloronaphthalen-1-yl)-2-(2-morpholinoethoxy)-7,8-dihydro-5H-pyrano[4,3-d]pyrimidin-4-yl)-1-(2-fluoroacryloyl)piperazin-2-yl)acetonitrile ClC=1C=CC=C2C=CC=C(C12)C1CC=2N=C(N=C(C2CO1)N1C[C@@H](N(CC1)C(C(=C)F)=O)CC#N)OCCN1CCOCC1